1-(3-methyl-3-(cyclohexylmethyl)-5-bromoindolin-1-yl)-1-octanone CC1(CN(C2=CC=C(C=C12)Br)C(CCCCCCC)=O)CC1CCCCC1